ClC1=C(N2CCCC2=C1C(=O)NC1=CC(=C(C=C1)F)F)C(C(N[C@H](C(F)(F)F)C)=O)=O (S)-6-chloro-N-(3,4-difluorophenyl)-5-(2-oxo-2-((1,1,1-trifluoropropan-2-yl)amino)acetyl)-2,3-dihydro-1H-pyrrolizine-7-carboxamide